N-(nonafluoron-butanesulfonyloxy)succinimide FC(C(C(S(=O)(=O)ON1C(CCC1=O)=O)(F)F)(F)F)(C(F)(F)F)F